CCC (R)-propan